(4R)-4-propyl-imidazolidin-2-one C(CC)[C@H]1NC(NC1)=O